6-chloro-1-ethyl-N-[(4-fluorophenyl)methyl]-3-methyl-1H-pyrazolo[3,4-d]pyrimidin-4-amine ClC1=NC(=C2C(=N1)N(N=C2C)CC)NCC2=CC=C(C=C2)F